C(CCCCC)OC1=CC=C(CNC(=O)N2C=NC=C2)C=C1 N-(4-(hexyloxy)benzyl)-1H-imidazole-1-carboxamide